6-bromo-7-(difluoromethoxy)-4-(1-methyl-3-phenyl-1H-pyrazol-4-yl)quinazoline BrC=1C=C2C(=NC=NC2=CC1OC(F)F)C=1C(=NN(C1)C)C1=CC=CC=C1